4-hydroxyfurano[2,3-c]pyridine-5-carboxylic acid methyl ester COC(=O)C=1C(=C2C(=CN1)OC=C2)O